(R)-4-fluoro-2-(6,6a,7,8,9,10-hexahydro-5H-pyrazino[1',2':4,5]pyrazino[2,3-c]pyridazin-2-yl)phenol FC1=CC(=C(C=C1)O)C=1C=C2C(=NN1)NC[C@@H]1N2CCNC1